1-(2,4,5-trimethoxyphenyl)propan COC1=C(C=C(C(=C1)OC)OC)CCC